(4-chloro-4-oxobutanoyl)-L-glutamoyl dichloride ClC(CCC(=O)N[C@@H](CCC(=O)Cl)C(=O)Cl)=O